C(=O)(OCC1=CC=CC=C1)N[C@H]1[C@@H](OCC12CCNCC2)C N-cbz-(3s,4R)-3-methyl-2-oxa-8-azaspiro[4.5]-decan-4-amine